1-(trans-5-((2-chlorobenzyl)(methyl)amino)octa-hydrocyclopenta[c]pyrrole-2-carbonyl)-N-methyl-1H-pyrazole-3-carboxamide ClC1=C(CN(C2CC3C(CN(C3)C(=O)N3N=C(C=C3)C(=O)NC)C2)C)C=CC=C1